ClC1=NC=C(C(=C1)C1=C(C=NC(=C1)C)C(=O)NC=1SC(=NN1)C(NC1=CC(=CC=C1)Cl)=O)OC 2'-chloro-N-{5-[(3-chlorophenyl)carbamoyl]-1,3,4-thiadiazol-2-yl}-5'-methoxy-6-methyl-[4,4'-bipyridine]-3-carboxamide